FC(C(=O)O)(F)F.FC(C(=O)O)(F)F.NC1=CC=C(C(=N1)C)CNC([C@H](C)NC(=O)[C@@H]1NC[C@H](C1)CC1=CC=C(C=C1)C=1SC=CN1)=O (2R,4S)-N-((S)-1-(((6-amino-2-methylpyridin-3-yl)methyl)amino)-1-oxopropan-2-yl)-4-(4-(thiazol-2-yl)benzyl)pyrrolidine-2-carboxamide di-trifluoroacetate